CC(CC(=O)NCC=1N=NN(C1)CCCCN1N=NC(=C1)C(=O)NCC1=CC(=CC=C1)OC(F)(F)F)C 1-(4-{4-[(3-methylbutanamido)methyl]-1H-1,2,3-triazol-1-yl}butyl)-N-{[3-(trifluoromethoxy)phenyl]methyl}-1H-1,2,3-triazole-4-carboxamide